(2S,3R,4S,5R)-2-(4-aminopyrrolo[2,1-f][1,2,4]triazin-7-yl)-3,4-dihydroxy-5-(hydroxymethyl)tetrahydrofuran-2-carbonitrile NC1=NC=NN2C1=CC=C2[C@]2(O[C@@H]([C@H]([C@H]2O)O)CO)C#N